(3R,5S)-1-(5-chloro-4-iodopyridin-2-yl)-5-methylpiperidin-3-ol ClC=1C(=CC(=NC1)N1C[C@@H](C[C@@H](C1)C)O)I